4-(3-hydroxypropyl)tert-butoxycarbonylpiperazine OCCCN1CCN(CC1)C(=O)OC(C)(C)C